Ethyl {[5-(3-fluorophenyl)-1-(3-fluoropyridin-2-yl)-1H-pyrazol-3-yl]oxy}acetate FC=1C=C(C=CC1)C1=CC(=NN1C1=NC=CC=C1F)OCC(=O)OCC